2-((5-(2-((R)-6-(((R)-3-amino-2-methyl-3-oxopropyl)amino)-2-methylhex-3-yl)-2,6-diazaspiro[3.4]oct-6-yl)-1,2,4-triazin-6-yl)oxy)-5-fluoro-N,N-diisopropylbenzamide NC([C@@H](CNCCC[C@H](C(C)C)N1CC2(C1)CN(CC2)C=2N=CN=NC2OC2=C(C(=O)N(C(C)C)C(C)C)C=C(C=C2)F)C)=O